ClC=1C(=C(C=CC1F)[C@H]1[C@@H](O[C@@](C1)(C(F)(F)F)C)C(=O)NC1=CC(=NC=C1)C(=O)NC)OC (2R,3S,4S,5S)-4-[[3-(3-chloro-4-fluoro-2-methoxy-phenyl)-5-methyl-5-(trifluoromethyl)tetrahydrofuran-2-carbonyl]amino]-N-methyl-pyridine-2-carboxamide